COC1=NC2=CC=CC=C2C=C1C1=NN=C(O1)[C@H](CCCCCC(CC)=O)NC(=O)[C@H]1CC12CCN(CC2)C (S)-N-((S)-1-(5-(2-methoxyquinolin-3-yl)-1,3,4-oxadiazol-2-yl)-7-oxononyl)-6-methyl-6-azaspiro[2.5]octane-1-carboxamide